2-methylbenzimidazole CC=1NC2=C(N1)C=CC=C2